ClC1=NN=C2N1C1=CC=CC=C1C(=N2)N(C)C=2C=C(C=CC2)C2=CC=C(C=C2)OCCN(C)C chloro-N-(4'-(2-(dimethylamino)ethoxy)-[1,1'-biphenyl]-3-yl)-N-methyl-[1,2,4]triazolo[4,3-a]quinazolin-5-amine